C(C)NC(=O)C1=CC(=NC=C1)C1=NN(C=C1)C N-ethyl-2-(1-methyl-1H-pyrazol-3-yl)-4-pyridinecarboxamide